N,N-bis(triethylsilyl)aminopropyl-methyl-diethoxysilane C(C)[Si](N([Si](CC)(CC)CC)CCC[Si](OCC)(OCC)C)(CC)CC